CC=1C(=NC=C(C1)O[C@@H]1[C@H](NC1)C)C(=O)N methyl-5-(((2R,3S)-2-methylazetidin-3-yl)oxy)pyridineamide